methacrylic acid (2-oxo-1,3-dioxolan-4-yl)butyl-carbonate O=C1OCC(O1)CCCCOC(O)=O.C(C(=C)C)(=O)O